triisopropyl((3-(methoxymethoxy)naphthalen-1-yl)ethynyl)silane C(C)(C)[Si](C#CC1=CC(=CC2=CC=CC=C12)OCOC)(C(C)C)C(C)C